(S)-(1-(4-((1-(3,4,5-trimethoxyphenyl)-1H-imidazol-4-yl)amino)-6,7-dihydro-5H-cyclopenta[d]pyrimidin-2-yl)pyrrolidin-2-yl)methanol COC=1C=C(C=C(C1OC)OC)N1C=NC(=C1)NC=1C2=C(N=C(N1)N1[C@@H](CCC1)CO)CCC2